C(C)(C)(C)OC(=O)N[C@@H](C)C(=O)O[C@@H](C)[C@@H](C)C1=CC=CC=C1 (2S,3S)-3-phenylbutan-2-ol (tert-butoxycarbonyl)-L-alaninate